FC1=C(C=CC(=C1)C(F)(F)F)CNN(C(=O)[C@@H]1OCC1)C (2R)-N'-[[2-fluoro-4-(trifluoromethyl)phenyl]methyl]-N-methyl-oxetane-2-carbohydrazide